3-(2-{[(tert-butyldimethylsilyl)oxy]methyl}prop-2-en-1-yl)-3-azabicyclo[3.1.0]hexane [Si](C)(C)(C(C)(C)C)OCC(CN1CC2CC2C1)=C